E-4-amino-2-bromo-6-chloro-5-fluoronicotinic acid ethyl ester HCl Cl.C(C)OC(C1=C(N=C(C(=C1N)F)Cl)Br)=O